N-[(3S)-1-(4-{[1-(5-{2-[(dimethylamino)methyl]phenyl}-thiophen-2-yl)ethyl]amino}-2-methylpyrido[3,4-d]pyrimidin-6-yl)pyrrolidin-3-yl]acetamide CN(C)CC1=C(C=CC=C1)C1=CC=C(S1)C(C)NC=1C2=C(N=C(N1)C)C=NC(=C2)N2C[C@H](CC2)NC(C)=O